FC(CO)(C(C(C(C(C(F)F)(F)F)(F)F)(F)F)(F)F)F 2,2,3,3,4,4,5,5,6,6,7,7-dodecafluoro-1-heptanol